N-(6-methoxy-2-methylpyridin-3-yl)-2-(((1S,2R)-2-methylcyclohexyl)-amino)-4-(trifluoromethyl)-benzamide COC1=CC=C(C(=N1)C)NC(C1=C(C=C(C=C1)C(F)(F)F)N[C@@H]1[C@@H](CCCC1)C)=O